beta-Bisabolen CC1=CCC(CC1)C(=C)CCC=C(C)C